4,7-dibromo-benzothiadiazole BrC1=CC=C(C2=C1N=NS2)Br